COC(C)C=1N(C(NN1)=O)C 5-(1-Methoxyethyl)-4-methyl-2,4-dihydro-3H-1,2,4-triazol-3-one